(1R,3R,4R)-N-((R)-1-cyano-2-((R)-2-oxopiperidin-3-yl)ethyl)-2-(2,7-dichloro-9-hydroxy-9H-fluorene-9-carbonyl)-5,5-difluoro-2-azabicyclo[2.2.2]octane-3-carboxamide C(#N)[C@@H](C[C@@H]1C(NCCC1)=O)NC(=O)[C@@H]1N([C@H]2CC([C@@H]1CC2)(F)F)C(=O)C2(C1=CC(=CC=C1C=1C=CC(=CC21)Cl)Cl)O